BrC1=CC=C2C(C(=CN(C2=C1)C1CC1)C(=O)O)=O 7-bromo-1-cyclopropyl-4-oxo-1,4-dihydroquinoline-3-carboxylic acid